methyl (R)-2-(hydroxymethyl)-1-methylpyrrolidine-2-carboxylate OC[C@@]1(N(CCC1)C)C(=O)OC